Octyl octanate C(CCCCCCC)(=O)OCCCCCCCC